C(C)[C@]1(C(OCC=2C(N3CC=4C(=NC=5C=CC(=CC5C4CC)OCC(=O)[O-])C3=CC21)=O)=O)O 2-(((s)-4,11-diethyl-4-hydroxy-3,14-dioxo-3,4,12,14-tetrahydro-1H-pyrano[3',4':6,7]indolizino[1,2-b]quinolin-9-yl)oxy)acetate